N-(2-bromobenzyl)-2,6-dihydroxy-5'-methyl-4-pentyl-2'-(prop-1-en-2-yl)-[1,1'-biphenyl]-3-carboxamide BrC1=C(CNC(=O)C=2C(=C(C(=CC2CCCCC)O)C2=C(C=CC(=C2)C)C(=C)C)O)C=CC=C1